2,4,5,6-tetrahydropyrrolo[3,4-c]pyrazole-3-carboxamide N=1NC(=C2C1CNC2)C(=O)N